5-((1-Hydroxy-2-methylpropan-2-yl)amino)-N-(3-((1-methylcyclobutyl)sulfonyl)phenyl)-3-(6-azaspiro[2.5]octan-6-yl)pyrazine-2-carboxamide OCC(C)(C)NC=1N=C(C(=NC1)C(=O)NC1=CC(=CC=C1)S(=O)(=O)C1(CCC1)C)N1CCC2(CC2)CC1